FC(S(=O)(=O)OC1=C(C=C(C=C1C=O)C1=NC(=CC=C1N[C@H](C)C=1C=C(C=C2C(C(=C(OC12)N1CCCCC1)C)=O)C)Cl)Cl)(F)F [2-chloro-4-[6-chloro-3-[[(1R)-1-[3,6-dimethyl-4-oxo-2-(1-piperidyl) chromen-8-yl] ethyl]amino]-2-pyridyl]-6-formyl-phenyl] trifluoromethanesulfonate